FC(C=1C=CC=2N(C1)N=CC2C=2C=C1C(=CN=CC1=CC2)CN2CCN(CC2)C(C)=O)(F)F 1-(4-((6-(6-(trifluoromethyl)pyrazolo[1,5-a]pyridin-3-yl)isoquinolin-4-yl)methyl)piperazin-1-yl)ethan-1-one